4-(4-chlorobenzyl)-pyrrolo[1,2-b]Pyridazine-2-carboxylic acid ClC1=CC=C(CC=2C=3N(N=C(C2)C(=O)O)C=CC3)C=C1